ClC1=CC=C2C(=C(NC2=C1Cl)C1=NC(=NN1)C(F)(F)F)N1C=NC=C1 6,7-dichloro-3-(1H-imidazol-1-yl)-2-(3-(trifluoromethyl)-1H-1,2,4-triazol-5-yl)-1H-indole